(E)-1-(N-methyl-pyrrol-2-yl)-3-(naphthalen-2-yl)prop-2-en-1-one CN1C(=CC=C1)C(\C=C\C1=CC2=CC=CC=C2C=C1)=O